C1(=CC=CC=C1)NC/C=C/CO (E)-4-(phenylamino)but-2-en-1-ol